BrC=1C=CC2=C(CN(S(O2)(=O)=O)CC=2C=C(C=CC2C)C(CC(=O)OCC)C2=C(C3=C(N(N=N3)CCCCOCC3=CC=C(C=C3)OC)C=C2)C)C1 ethyl 3-{3-[(6-bromo-2,2-dioxo-2H-1,2λ6,3-benzoxathiazin-3(4H)-yl)methyl]-4-methylphenyl}-3-(1-{4-[(4-methoxyphenyl)methoxy]butyl}-4-methyl-1H-benzotriazol-5-yl)propanoate